Cl.N1CCC12CCN(CC2)C2=CC=C(C=N2)C=2C=1N(C=C(C2)OCC)N=C2C1C=NN2 4-(6-(1,7-diazaspiro[3.5]nonan-7-yl)pyridin-3-yl)-6-ethoxy-1H-pyrazolo[3',4':3,4]Pyrazolo[1,5-a]pyridine hydrochloride